6,6-dimethyl-3-((7-(4-methyl-3-(morpholine-4-carbonyl)pyridin-2-yl)thieno[3,2-b]pyridin-2-yl)methyl)-3-azabicyclo[3.1.0]hexane-2,4-dione hydrochloride Cl.CC1(C2C(N(C(C12)=O)CC1=CC2=NC=CC(=C2S1)C1=NC=CC(=C1C(=O)N1CCOCC1)C)=O)C